1-((1-Ethyl-5-oxopyrrolidin-2-yl)methyl)-1H-benzo[d]imidazole-6-carboxylic acid methyl ester COC(=O)C=1C=CC2=C(N(C=N2)CC2N(C(CC2)=O)CC)C1